ClC1=C(C=C(C=C1)NC(=O)N1[C@@H]2C[C@H](C[C@]1(C2)C=2OC(=NN2)C)C(F)(F)F)N2N=C(C=C2)F (1S,3R,5R)-N-(4-chloro-3-(3-fluoro-1H-pyrazol-1-yl)phenyl)-1-(5-methyl-1,3,4-oxadiazol-2-yl)-3-(trifluoromethyl)-6-azabicyclo[3.1.1]heptane-6-carboxamide